5-fluoro-2-(2-methoxyethoxy)aniline tert-butyl-7-[4-[3-chloro-4-(2,2-difluoroethoxy)-2-fluoro-anilino]-7-fluoro-pyrido[3,2-d]pyrimidin-6-yl]-4,7-diazaspiro[2.5]octane-4-carboxylate C(C)(C)(C)OC(=O)N1C2(CC2)CN(CC1)C=1C(=CC=2N=CN=C(C2N1)NC1=C(C(=C(C=C1)OCC(F)F)Cl)F)F.FC=1C=CC(=C(N)C1)OCCOC